CC1(CCN(CC1)C(=O)OC(C)(C)C)NC(C=C)=O tert-butyl 4-methyl-4-(prop-2-enoylamino)piperidine-1-carboxylate